N-[4-({5-[(4-bromo-2-fluorophenyl)amino]-4-methylpyridin-3-yl}methyl)-3-fluoropyridin-2-yl]-N-methanesulfonylmethanesulfonamide BrC1=CC(=C(C=C1)NC=1C(=C(C=NC1)CC1=C(C(=NC=C1)N(S(=O)(=O)C)S(=O)(=O)C)F)C)F